C(C)(C)(C)OC(=O)N1C[C@H]2C([C@H]2C1)CO.NC=1C2=C(NS(N1)(=O)=O)C=CC=C2OCC(C)(C)NC(C2=CC=NC=C2)=O N-(1-((4-amino-2,2-dioxo-1H-benzo[c][1,2,6]thiadiazin-5-yl)oxy)-2-methylpropan-2-yl)isonicotinamide (1R,5S,6r)-tert-butyl-6-(hydroxymethyl)-3-azabicyclo[3.1.0]hexane-3-carboxylate